C(=C)C(CCC=C)CCCCCCC 5-vinyl-dodecene